2-(3-methoxyphenyl)-N-((2-(2,6-dioxopiperidin-3-yl)-1-oxoisoindolin-4-yl)methyl)-2-oxoacetamide COC=1C=C(C=CC1)C(C(=O)NCC1=C2CN(C(C2=CC=C1)=O)C1C(NC(CC1)=O)=O)=O